3-(3-(1-cyano-1-(2-(5-((6,7-difluoro-4-methyl-1H-indol-5-yl)oxy)-2-fluorophenyl)-1H-imidazol-5-yl)ethyl)phenyl)propanoic acid C(#N)C(C)(C1=CN=C(N1)C1=C(C=CC(=C1)OC=1C(=C2C=CNC2=C(C1F)F)C)F)C=1C=C(C=CC1)CCC(=O)O